FC=1C=C(C=C(C1CN1C(NC=2C=NC=3N=C(C=CC3C21)OC)=O)F)P(O)(O)=O (3,5-difluoro-4-((7-methoxy-2-oxo-2,3-dihydro-1H-imidazo[4,5-c][1,8]naphthyridin-1-yl)methyl)phenyl)phosphonic acid